BrC1=CN=C2N1C=C(C=C2)NC 3-bromo-N-methylimidazo[1,2-a]pyridin-6-amine